ethyl 5-(N-(2-(4-(3-bromothiophene-2-carbonyl) piperazin-1-yl) phenyl)-N-(4-(trifluoromethyl) phenethyl) sulfamoyl)-3-methylbenzothiophene-2-carboxylate BrC1=C(SC=C1)C(=O)N1CCN(CC1)C1=C(C=CC=C1)N(S(=O)(=O)C=1C=CC2=C(C(=C(S2)C(=O)OCC)C)C1)CCC1=CC=C(C=C1)C(F)(F)F